4-(1-(4-(4,4,5,5-tetramethyl-1,3,2-dioxaborolan-2-yl)1H-pyrazol-1-yl)ethyl)piperidine-1-carboxylate CC1(OB(OC1(C)C)C=1C=NN(C1)C(C)C1CCN(CC1)C(=O)[O-])C